(2R,3S,4R,5S)-5-(4-aminopyrrolo[2,1-f][1,2,4]triazin-7-yl)-3,4-dihydroxy-2-(hydroxymethyl)tetrahydrofuran-2-carbonitrile NC1=NC=NN2C1=CC=C2[C@H]2[C@@H]([C@@H]([C@@](O2)(C#N)CO)O)O